C(C)(C)(C)C1=NN(C(=C1)C(=O)OCC)CC1N(CCC1)C ethyl 3-(tert-butyl)-1-((1-methylpyrrolidin-2-yl) methyl)-1H-pyrazole-5-carboxylate